BrC(COP(=O)(OCC(CBr)Br)OCC(CBr)Br)CBr tris(2,3-dibromopropyl)phosphate